FC1=C(C=CC=C1)C1=NN(C2=CC(=CC=C12)C(=O)N1CCC(CC1)C1=NC2=C(N1CC1CC(C1)O)C=CC=C2)C (3-(2-fluorophenyl)-1-methyl-1H-indazol-6-yl)(4-(1-(((1s,3s)-3-hydroxycyclobutyl)methyl)-1H-benzo[d]imidazol-2-yl)piperidin-1-yl)methanone